FC1(CC(CCC1)N1C(N(C(C1)C#N)C1=CN=CC2=CC=CC=C12)=O)F 1-(3,3-difluorocyclohexyl)-3-(isoquinolin-4-yl)-2-oxoimidazoline-4-carbonitrile